FC1=CC(=C(C=C1F)NC1=NC(=NC=N1)NC=1C(=CC(=C(C1)NC(C=C)=O)N(C)CCN(C)C)OC)C(C)(C)O N-(5-(4-(4,5-difluoro-2-(2-hydroxypropan-2-yl)phenylamino)-1,3,5-triazin-2-ylamino)-2-((2-(dimethylamino)ethyl)(methyl)amino)-4-methoxyphenyl)acrylamide